C12CCC(CC1)N2C(=O)C2=CC=C(C=C2)C=2C=C(C=NC2)C2=CC=NC1=C2C=C2N1CCN(C2=O)C 4-(5-(4-(7-azabicyclo[2.2.1]heptane-7-carbonyl)phenyl)pyridin-3-yl)-7-methyl-8,9-dihydropyrido[3',2':4,5]pyrrolo[1,2-a]pyrazin-6(7H)-one